CSC=1C2=C(N=CN1)N(C=C2)CCCC(=O)O 4-(4-(methylsulfanyl)-7H-pyrrolo[2,3-D]pyrimidin-7-yl)butyric acid